FC(F)(F)[O] trifluoromethyl-(oxygen)